C1(CC1)CN(C(OC(C)(C)C)=O)C1=NC=CC(=C1)C=1OC=C(N1)C(NC=1C(=NN(C1)C1=CC=C(C=C1)CO)C(F)(F)F)=O 2-Tert-Butyl (cyclopropylmethyl)(4-(4-((1-(4-(hydroxymethyl)phenyl)-3-(trifluoromethyl)-1H-pyrazol-4-yl)carbamoyl)oxazol-2-yl)pyridin-2-yl)carbamate